C(CC=C)[C@H]1N(S(C2=C(N(C1)C1=CC=CC=C1)C=C(C(=C2)O\C=C(\C(=O)O)/F)SC)(=O)=O)C (R,Z)-3-((3-(but-3-en-1-yl)-2-methyl-7-(methylthio)-1,1-dioxido-5-phenyl-2,3,4,5-tetrahydrobenzo[f][1,2,5]thiadiazepin-8-yl)oxy)-2-fluoroacrylic acid